4-((2-((3-methoxybenzyl)oxy)ethoxy)methyl)-N,N-bis(3-(2-methoxyethoxy)benzyl)oxazol-2-amine COC=1C=C(COCCOCC=2N=C(OC2)N(CC2=CC(=CC=C2)OCCOC)CC2=CC(=CC=C2)OCCOC)C=CC1